FCCCN1C[C@H](CC1)OC1=CC=C(C=C1)C1=C(CCOC2=C1C=CC(=C2)O)C2=CC(=CC=C2)O 5-[4-[(3S)-1-(3-Fluoropropyl)pyrrolidin-3-yl]oxyphenyl]-4-(3-hydroxyphenyl)-2,3-dihydro-1-benzoxepin-8-ol